OC1CC(NC1)C(=O)N 4-Hydroxypyrrolidine-2-carboxamide